N-(4-((4-(4,4-dimethylcyclohexyl)phenyl)amino)cyclohexyl)acetamide tert-butyl-(2S,5R)-4-(cyclopropanecarbonyl)-2,5-dimethylpiperazine-1-carboxylate C(C)(C)(C)OC(=O)N1[C@H](CN([C@@H](C1)C)C(=O)C1CC1)C.CC1(CCC(CC1)C1=CC=C(C=C1)NC1CCC(CC1)NC(C)=O)C